(S)-1-(5-chloro-6-(4-(propynyl-1-yl)-1H-pyrazol-1-yl)pyridin-3-yl)-3-(2-chloro-7-(1-methoxyethyl)pyrazolo[1,5-a]pyrimidin-6-yl)urea ClC=1C=C(C=NC1N1N=CC(C1)=CC#C)NC(=O)NC=1C=NC=2N(C1[C@H](C)OC)N=C(C2)Cl